Piperidin-1-yl(4-(prop-1-yn-1-yl)phenyl)methanone N1(CCCCC1)C(=O)C1=CC=C(C=C1)C#CC